C[C@@H]1N[C@@H](CC2=C1NC1=CC=CC=C21)C(=O)O (1S,3S)-1-methyl-2,3,4,9-tetrahydropyrido[3,4-b]indole-3-carboxylic acid